O[C@@]1(C(N(CC1)C)=O)C1=CC(=NO1)C1=NC(=CC=C1)C1=NC(=NC=C1)N[C@H](C(N1CCCC1)=O)C (R)-3-Hydroxy-1-methyl-3-(3-(6-(2-(((S)-1-oxo-1-(pyrrolidin-1-yl)propan-2-yl)amino)pyrimidin-4-yl)pyridin-2-yl)isoxazol-5-yl)pyrrolidin-2-one